C(CCCCCCCCCCCCCCCCC)(=O)OCC(COC(CCCCCCCCCCCCCCCCC)=O)O 2-hydroxypropan-1,3-diyl distearate